C1(=CC=CC2=CC=CC=C12)C1=C(C=CC=C1)N(C1(CC=C(C=C1)C1=CC=CC=C1)N)C1=C(C=CC=C1)C1=CC=CC2=CC=CC=C12 N,N-bis(α-naphthyl-phenyl)-4,4-biphenyldiamine